tert-Butyl 4-(2-ethoxy-2-oxoethyl)piperazine-1-carboxylate C(C)OC(CN1CCN(CC1)C(=O)OC(C)(C)C)=O